CC1(OC[C@@H](O1)CCS(=O)(=O)C1=NN=NN1C1=CC=CC=C1)C (S)-5-((2-(2,2-dimethyl-1,3-dioxolan-4-yl)ethyl)sulfonyl)-1-phenyl-1H-tetrazole